(3S)-3-[5-[(3R)-3-methylpiperazin-1-yl]-1-oxo-isoindolin-2-yl]piperidine-2,6-dione C[C@@H]1CN(CCN1)C=1C=C2CN(C(C2=CC1)=O)[C@@H]1C(NC(CC1)=O)=O